COC=O.C(C1=CC=CC=C1)OC1=NC(=CC=C1)Br (benzyloxy)-6-bromopyridine methyl-formate